COC1=CC=C(C=C1)NC1=CC=C(C#N)C=C1 4-((4-methoxyphenyl)amino)benzonitrile